6-((1S,2S)-2-aminocyclohexyl)-N-benzyl-2-chloro-7-methylthieno[3,2-d]pyrimidin-4-amine N[C@@H]1[C@H](CCCC1)C1=C(C=2N=C(N=C(C2S1)NCC1=CC=CC=C1)Cl)C